3-Bromopyrimidine-2,6-dione BrN1C(NC(C=C1)=O)=O